dipalmitoylethylhydroxyethylammonium C(CCCCCCCCCCCCCCC)(=O)[N+](CCO)(CC)C(CCCCCCCCCCCCCCC)=O